2-(3,4-dihydroxyphenethyl)-6-(dimethylamino)-1H-benzo[de]isoquinoline-1,3(2H)-dione OC=1C=C(CCN2C(C3=CC=CC=4C3=C(C2=O)C=CC4N(C)C)=O)C=CC1O